C(C=C)OCCOC=1C=C(C=CC1)COC=1C=NC=CC1CN [3-[[3-(2-allyloxyethoxy)phenyl]methoxy]-4-pyridyl]methanamine